Benzyl (4S)-4-{[(tert-butoxy)carbonyl]amino}-2,2-dimethyl-3-oxo-5-phenylpentanoate C(C)(C)(C)OC(=O)N[C@H](C(C(C(=O)OCC1=CC=CC=C1)(C)C)=O)CC1=CC=CC=C1